CC1CC(OC1C)C(=O)[O-] 4,5-dimethyl-tetrahydrofuran-2-carboxylate